(1S,4S)-4-methoxy-1,2,3,4-tetrahydronaphthalen-1-amine CO[C@H]1CC[C@@H](C2=CC=CC=C12)N